[Zn].[Ho].[Mo].[V] vanadium molybdenum holmium zinc